ClC1=C(C=CC=C1C1=C(C(=NC=C1)C1=CC(=C(C=C1)CNC[C@H]1NC(CC1)=O)OC)Cl)NC=1C(=C(CN2CC3(C2)NC(CC3)=O)C=CC1)F (S)-2-(3-((2-Chloro-3-(3-chloro-2-(3-methoxy-4-((((5-oxopyrrolidin-2-yl)methyl)amino)methyl)phenyl)pyridin-4-yl)phenyl)amino)-2-fluorobenzyl)-2,5-diazaspiro[3.4]octan-6-one